2-acetyl-3,6-dimethoxypyridin-4-one C(C)(=O)C1=NC(=CC(C1OC)=O)OC